C(C=C)(=O)O.C(C=C)(=O)O.O1CCCCC1 oxane diacrylate